(1S,5S)-3-(tert-butoxycarbonyl)-3-azabicyclo[3.1.0]hexane-1-carboxylic acid C(C)(C)(C)OC(=O)N1C[C@@]2(C[C@@H]2C1)C(=O)O